C(C)(=O)C=1C(=CC2=C(OCO2)C1)NC(CC1CN(CCC1)C(=O)C1=COC=C1)=O N-(6-acetylbenzo[d][1,3]dioxol-5-yl)-2-(1-(furan-3-carbonyl)piperidin-3-yl)acetamide